8-isopropoxy-2-(1-methyl-2-oxabicyclo[2.1.1]hexan-4-yl)imidazo[1,2-a]pyrazine C(C)(C)OC=1C=2N(C=CN1)C=C(N2)C21COC(C2)(C1)C